perfluoro(dimethylcyclohexane) FC1(C(C(C(C(C1(F)F)(F)F)(F)F)(F)F)(C(F)(F)F)C(F)(F)F)F